N-isopropylpiperidine-4-carboxamide trifluoroacetic acid salt FC(C(=O)O)(F)F.C(C)(C)NC(=O)C1CCNCC1